6-[1-(2,2-difluoroethyl)-1H-pyrazolo[3,4-b]pyrazin-6-yl]-2-(2,5-difluorophenoxy)-6-azaspiro[3.5]nonane FC(CN1N=CC=2C1=NC(=CN2)N2CC1(CC(C1)OC1=C(C=CC(=C1)F)F)CCC2)F